ethoxyMagnesium C(C)O[Mg]